C(#N)C(C(=O)NC(OCC)=O)=NNC1=CC(=C(C(=C1)Cl)OC=1C=C2CCN(C(C2=CC1)=O)C1=CC=C(C=C1)F)Cl ethyl (2-cyano-2-(2-(3,5-dichloro-4-((2-(4-fluorophenyl)-1-oxo-1,2,3,4-tetrahydroisoquinolin-6-yl)oxy)phenyl)hydrazono)acetyl)carbamate